ClC(CC1NC(N(C1)CC1=C(N=C2SC(=NN21)COC)C(F)F)=O)(F)F 4-(2-chloro-2,2-difluoro-ethyl)-1-[[6-(difluoromethyl)-2-(methoxymethyl)imidazo[2,1-b][1,3,4]thiadiazol-5-yl]methyl]imidazolidin-2-one